2-(2,6-Diisopropylphenyl)-9-(morpholin-4-yl)imidazo[1,5-a]quinolin-3-ylidenegold(I) chloride C(C)(C)C1=C(C(=CC=C1)C(C)C)N1CN2C(C=CC3=CC=CC(=C23)N2CCOCC2)C1=[Au-2]Cl